C(C)(C)(C)C=1C=C(C=C(C1O)C(C)(C)C)C(C)=O 1-(3,5-ditert-butyl-4-hydroxyphenyl)ethanone